2-ACETYL-3-PYRIDINECARBOXALDEHYDE C(C)(=O)C1=NC=CC=C1C=O